(S)-5-(1-(2-((tert-butyldimethylsilyl)oxy)-1-(3-chlorophenyl)-ethyl)-2-oxo-1,2-dihydropyridin-4-yl)-2-fluorobenzonitrile [Si](C)(C)(C(C)(C)C)OC[C@H](C1=CC(=CC=C1)Cl)N1C(C=C(C=C1)C=1C=CC(=C(C#N)C1)F)=O